COC(=O)C1=CC2=NN(C=C2S1)C1CC1 2-cyclopropyl-2H-thieno[3,2-c]pyrazole-5-carboxylic acid methyl ester